[Si]([O-])([O-])([O-])[O-].[Ce+4] cerium monosilicate